CC1=C(C(=C2CCCC2=C1)NC(=O)C=1C(=NN2C1COCC2)S(=O)(=O)N)C2=CC=1N(C=C2)N=CC1 ((6-methyl-5-(pyrazolo[1,5-a]pyridin-5-yl)-2,3-dihydro-1H-inden-4-yl)carbamoyl)-6,7-dihydro-4H-pyrazolo[5,1-c][1,4]oxazine-2-sulfonamide